benzyl (1-(allylamino)-2-methylpent-4-en-2-yl)carbamate C(C=C)NCC(CC=C)(C)NC(OCC1=CC=CC=C1)=O